4-(1-(2-(6-(Trifluoromethyl)imidazo[1,2-a]pyrazin-3-yl)pyrimidin-4-yl)-1,2,5,6-tetrahydropyridin-3-yl)-1H-pyrazole-3-carbonitrile FC(C=1N=CC=2N(C1)C(=CN2)C2=NC=CC(=N2)N2CC(=CCC2)C=2C(=NNC2)C#N)(F)F